C(C)(C)(C)OC(=O)N1CCC2(CN(C2)C2=CC=C(C=C2)C2=CC(=C3CN(C(C3=C2)=O)C(C(=O)O)C2=C3N(C=N2)CCC3)F)CC1 2-[6-[4-(7-Tert-Butoxycarbonyl-2,7-diazaspiro[3.5]nonan-2-yl)phenyl]-4-fluoro-1-oxo-isoindolin-2-yl]-2-(6,7-dihydro-5H-pyrrolo[1,2-c]imidazol-1-yl)acetic acid